CC(CNCC1=NC=C(C=C1)C(F)(F)F)CC 2-methyl-N-((5-(trifluoromethyl)pyridin-2-yl)methyl)butan-1-amine